5-(4-((5,8-difluoro-3-methyl-2,4-dioxo-1,2,3,4-tetrahydroquinazolin-7-yl)methyl)piperazin-1-yl)-N,6-dimethylpyridineamide FC1=C2C(N(C(NC2=C(C(=C1)CN1CCN(CC1)C=1C=CC(=NC1C)C(=O)NC)F)=O)C)=O